methylthieno[2,3-d]thiazole CC=1SC2=C(N1)SC=C2